C(C)(=O)O[Si](C=C)(OC(C)=O)OC(C)=O trisacetoxy-vinylsilane